1-Methyl-N5,N6-bis(4-methoxyphenyl)-2-(trifluoromethyl)-imidazo[4,5-b]pyrazine-5,6-diamine CN1C(=NC=2C1=NC(=C(N2)NC2=CC=C(C=C2)OC)NC2=CC=C(C=C2)OC)C(F)(F)F